(3-hydroxyazetidin-1-yl)-phenyl-methanone OC1CN(C1)C(=O)C1=CC=CC=C1